CC(CCCN1C(N(CC1)C=1N=C2N3C(CC(CCCN4C=CC(S(NC(C2=CC1)=O)(=O)=O)=N4)C3)(C)C)=O)(C)C 4-[3-(4,4-dimethylpentyl)-2-oxoimidazolidin-1-yl]-20,20-dimethyl-10λ6-thia-1,3,9,14,22-pentaazatetracyclo[16.2.1.111,14.02,7]docosa-2,4,6,11(22),12-pentaene-8,10,10-trione